C(C)(C)C1C=C(CC1)CC(C=O)C 3-(3-isopropylcyclopent-1-en-1-yl)-2-methylpropanal